2-bromo-pyridine-4-methanol BrC1=NC=CC(=C1)CO